[Si](C)(C)(C(C)(C)C)OC1C=2C=CC(=NC2CCC1)C(=O)OC methyl 5-((tert-butyldimethylsilyl) oxy)-5,6,7,8-tetrahydroquinoline-2-carboxylate